3-[1,3-Dioxo-5-(1H-tetrazol-5-yl)-1,3-dihydroisoindol-2-yl]biphenyl-4-carboxylic acid isopropyl ester C(C)(C)OC(=O)C1=C(C=C(C=C1)C1=CC=CC=C1)N1C(C2=CC=C(C=C2C1=O)C1=NN=NN1)=O